NC=1C2=C(N=C(N1)C)C=CC(=N2)C=2C=C(C=CC2)C#C[C@]2(C(N(C[C@@H]2C)C)=O)O (3R,4S)-3-((3-(4-amino-2-methylpyrido[3,2-d]pyrimidin-6-yl)phenyl)ethynyl)-3-hydroxy-1,4-dimethylpyrrolidin-2-one